C(C)C1=CC=C(C=C1)C1=CN=CC(=N1)C(=O)O 6-(4-ethylphenyl)pyrazine-2-carboxylic acid